N1CCC(CC1)CN1S(CCCC1)(=O)=O 2-(piperidin-4-ylmethyl)-1,2-thiazinane 1,1-dioxide